4-[7-[2-(1-cyclopropylpyrazol-4-yl)tetrahydropyran-4-yl]-4-oxo-2-(trifluoromethyl)pyrazino[1,2-a]pyrimidin-9-yl]-3-fluoro-benzonitrile C1(CC1)N1N=CC(=C1)C1OCCC(C1)C=1N=C(C=2N(C(C=C(N2)C(F)(F)F)=O)C1)C1=C(C=C(C#N)C=C1)F